2-(3-chloro-4-((3,5-difluoropyridin-2-yl)methoxy-d2)-5',6-dimethyl-2-oxo-2H-[1,4'-bipyridine]-2'-yl)-8,8-dimethyl-5,8-dihydro-1,6-naphthyridin ClC=1C(N(C(=CC1OC([2H])([2H])C1=NC=C(C=C1F)F)C)C1=CC(=NC=C1C)C1=NC=2C(C=NCC2C=C1)(C)C)=O